(S)-4-((2-acetamidoethyl)(4-(5,6,7,8-tetrahydro-1,8-naphthyridin-2-yl)butyl)amino)-2-(pyridin-3-ylamino)butanoic acid C(C)(=O)NCCN(CC[C@@H](C(=O)O)NC=1C=NC=CC1)CCCCC1=NC=2NCCCC2C=C1